ClCC(=O)C1=CC=C(C=C1)Cl 2-Chloro-1-(4-chlorophenyl)ethane-1-one